hydroxybenzenebisvaleric acid OC1=C(C(=CC=C1)CCCCC(=O)O)CCCCC(=O)O